vinyl-2,3-dihydro-1H-indene-2-carboxamide C(=C)C1C(CC2=CC=CC=C12)C(=O)N